Methyl 2-((5-bromo-6-chloro-1-(tetrahydro-2H-pyran-2-yl)-1H-indazol-3-yl)thio)acetate BrC=1C=C2C(=NN(C2=CC1Cl)C1OCCCC1)SCC(=O)OC